COC(=O)C1=CC2=C(NC3=CC=CC=C23)C(=N1)C=1OC(=CC1)CO.COC=1C=C(C=C(C1)N)C1=CC(=CC(=C1)N)OC 3,3'-dimethoxy-5,5'-diaminobiphenyl methyl-1-(5-(hydroxymethyl)furan-2-yl)-9H-pyrido[3,4-b]indole-3-carboxylate